(1R,3aR,6aS)-2-((R)-2-fluoro-2-(3-fluorophenyl)propanoyl)-N-((S)-4-fluoro-3-oxo-1-((R)-2-oxopyrrolidin-3-yl)butan-2-yl)octahydrocyclopenta[c]pyrrole-1-carboxamide F[C@](C(=O)N1[C@H]([C@@H]2[C@H](C1)CCC2)C(=O)N[C@@H](C[C@@H]2C(NCC2)=O)C(CF)=O)(C)C2=CC(=CC=C2)F